(2R,3S,4S)-4-hydroxy-2-[(4-methoxyphenyl)methyl]pyrrolidin-3-yl N-(isoquinolin-6-ylmethyl)carbamate C1=NC=CC2=CC(=CC=C12)CNC(O[C@H]1[C@H](NC[C@@H]1O)CC1=CC=C(C=C1)OC)=O